C1(C=CC=C1)[Ti](C1=C(C(=CC=C1F)NC(CCC=C)=O)F)(C1=C(C(=CC=C1F)NC(CCC=C)=O)F)C1C=CC=C1 bis(cyclopentadienyl)bis[2,6-difluoro-3-(N-allylacetylamino)phenyl]titanium